5-ethynyl-6-fluoro-4-(8-fluoro-2-{[(2R,7aS)-2-fluorotetrahydro-1H-pyrrolizin-7a(5H)-yl]methoxy}-4-[1-(2-methoxyethyl)-1H-pyrazol-4-yl]pyrido[4,3-d]pyrimidin-7-yl)naphthalen-2-ol C(#C)C1=C2C(=CC(=CC2=CC=C1F)O)C1=C(C=2N=C(N=C(C2C=N1)C=1C=NN(C1)CCOC)OC[C@]12CCCN2C[C@@H](C1)F)F